P(=O)([O-])([O-])[O-].[K+].C(CCC)O.[K+].[K+] n-butyl alcohol potassium phosphate salt